7,8-dihydro-β-carotene CC1=C(C(CCC1)(C)C)CC/C(=C/C=C/C(=C/C=C/C=C(\C)/C=C/C=C(\C)/C=C/C2=C(CCCC2(C)C)C)/C)/C